6-(2-fluoro-4-(4,4,5,5-tetramethyl-1,3,2-dioxaborolan-2-yl)phenyl)-2-oxa-6-azaspiro[3.3]heptane FC1=C(C=CC(=C1)B1OC(C(O1)(C)C)(C)C)N1CC2(COC2)C1